5-(3-(3-oxotetrahydro-1H-pyrrolo[1,2-c]imidazol-2(3H)-yl)piperidin-1-yl)pyrazine-2-carboxamide O=C1N(CC2N1CCC2)C2CN(CCC2)C=2N=CC(=NC2)C(=O)N